FC=1C=C(C=C2C(=CNC12)NC(C)=O)B1OC(C(O1)(C)C)(C)C N-(7-fluoro-5-(4,4,5,5-tetramethyl-1,3,2-dioxaborolan-2-yl)-1H-indol-3-yl)acetamide